N-[3-methoxy-1-(tetrahydro-2H-pyran-4-ylmethyl)-1H-pyrazol-4-yl]-2-(1H-pyrazol-4-yl)-1,3-thiazole-4-carboxamide COC1=NN(C=C1NC(=O)C=1N=C(SC1)C=1C=NNC1)CC1CCOCC1